2-carboxy-α-oxobenzeneacetic acid C(=O)(O)C1=C(C=CC=C1)C(C(=O)O)=O